ClS(=O)(=O)C=1C=C(C(=O)OC)C=CC1F methyl 3-(chlorosulfonyl)-4-fluorobenzoate